O1C(=NN=C1)C1=CC=2N(C(=C1)OC1=CC=C(OCCCO)C=C1)C=NC2 3-[4-[7-(1,3,4-oxadiazol-2-yl)imidazo[1,5-a]pyridin-5-yl]oxyphenoxy]propan-1-ol